N-[2-methoxy-6-[2-(trifluoromethyl)pyrimidin-5-yl]-3-pyridyl]-5-methyl-3-phenyl-isoxazole-4-carboxamide COC1=NC(=CC=C1NC(=O)C=1C(=NOC1C)C1=CC=CC=C1)C=1C=NC(=NC1)C(F)(F)F